CC([C@H](N)C(=O)O)(C)C L-3-Methyl-Valine